9-(4-chloro-2-fluoro-phenyl)-7-[(2S,6S)-2-(1-cyclopropylpyrazol-4-yl)-6-methyl-morpholin-4-yl]-2,3-dimethyl-pyrido[1,2-a]pyrimidin-4-one ClC1=CC(=C(C=C1)C1=CC(=CN2C1=NC(=C(C2=O)C)C)N2C[C@@H](O[C@H](C2)C)C=2C=NN(C2)C2CC2)F